ethyl 4-bromo-5-[2-(methylamino)-2-oxoethoxy]-2,3-dihydro-1H-indene-2-carboxylate BrC1=C2CC(CC2=CC=C1OCC(=O)NC)C(=O)OCC